tert-butyl (2S)-2-(cyanomethyl)-4-(2,6,8-trifluoro-7-(3-(methoxymethyloxy)-8-((triisopropylsilyl)ethynyl)naphthalene-1-yl)quinazolin-4-yl)piperazine-1-carboxylate C(#N)C[C@@H]1N(CCN(C1)C1=NC(=NC2=C(C(=C(C=C12)F)C1=CC(=CC2=CC=CC(=C12)C#C[Si](C(C)C)(C(C)C)C(C)C)OCOC)F)F)C(=O)OC(C)(C)C